FC(C1=C(C=C2C=C(NC2=C1)C(=O)N(C)[C@@H]1COCC=2NC(C=3C=C(C=CC3C21)F)=O)F)F (S)-6-(difluoromethyl)-5-fluoro-N-(8-fluoro-6-oxo-1,4,5,6-tetrahydro-2H-pyrano[3,4-c]isoquinolin-1-yl)-N-methyl-1H-indole-2-carboxamide